CC=1C=C(C=C(C1)CN1CCOCC1)N 3-methyl-5-(4-morpholinylmethyl)-benzenamine